di-methyl itaconate C(C(=C)CC(=O)OC)(=O)OC